N[C@H](CC(=O)OC(C)(C)C)CCN1CC(CCC1)(F)F tert-butyl (S)-3-amino-5-(3,3-difluoropiperidin-1-yl)pentanoate